(R)-N-(4-methoxy-2-(4-methylpiperazin-1-yl)-5-((6-(3-(4'-(trifluoro-methyl)-[1,1'-bi-phenyl]-3-yl)-isoxazolidin-2-yl)-pyrimidin-4-yl)-amino)phenyl)-acrylamide COC1=CC(=C(C=C1NC1=NC=NC(=C1)N1OCC[C@@H]1C=1C=C(C=CC1)C1=CC=C(C=C1)C(F)(F)F)NC(C=C)=O)N1CCN(CC1)C